N-(2-(piperazin-1-yl)ethyl)acetamide N1(CCNCC1)CCNC(C)=O